C(C)C1(OC2=CC=C(C=C2C(C1)=O)C(F)(F)F)CC 2,2-diethyl-6-(trifluoromethyl)chroman-4-one